Cl.CNC1CC(CC1)O 3-(methylamino)cyclopentan-1-ol hydrochloride